FC1=C(C=CC(=C1C)F)[C@H]1[C@@H](O[C@](C1)(C(F)(F)F)C)C(=O)NC1=CC(=NC=C1)C(=O)N (2R,3S,5R)-4-[[3-(2,4-Difluoro-3-methyl-phenyl)-5-methyl-5-(trifluoromethyl)tetrahydrofuran-2-carbonyl]amino]pyridin-2-carboxamid